C(C)(=O)N[C@H](C(=O)N1[C@@H]([C@@H]2[C@H](C1)CCC2)C(=O)N[C@@H](C[C@@H]2C(NCC2)=O)\C=C(\S(=O)(=O)C)/F)C2=CC=CC=C2 (1S,3aR,6aS)-2-((S)-2-acetamido-2-phenylacetyl)-N-((S,E)-4-fluoro-4-(methylsulfonyl)-1-((R)-2-oxopyrrolidin-3-yl)but-3-en-2-yl)octahydrocyclopenta[c]pyrrole-1-carboxamide